C1(CC1)C1=NNC=N1 3-Cyclopropyl-1H-1,2,4-triazole